(5-Cyclopropylthiophene-3-yl)carbamic acid tert-butyl ester C(C)(C)(C)OC(NC1=CSC(=C1)C1CC1)=O